O[C@@H]([C@H](CO[C@H]1O[C@@H]([C@@H]([C@@H]([C@H]1O)O)O)CO)NC(CCCCCCCCCCCCCCCCCCCCC)=O)[C@@H](CCCCCCCCCCCCCC)O N-((2S,3S,4R)-3,4-Dihydroxy-1-(((2S,3R,4S,5R,6R)-3,4,5-trihydroxy-6-(hydroxymethyl)tetrahydro-2H-pyran-2-yl)oxy)octadecan-2-yl)docosanamide